CC1([C@@H]2[C@H](CN1S(=O)(=O)C)CN(C2)C2=CC(=CC=1N2C=NC1)C(F)(F)F)C |r| Racemic-5-((3ar,6as)-4,4-dimethyl-5-(methylsulfonyl)hexahydropyrrolo[3,4-c]pyrrol-2(1H)-yl)-7-(trifluoromethyl)imidazo[1,5-a]pyridine